2-(6-(cyclopropanecarboxamido)-1H-pyrrolo[2,3-b]pyridin-4-yl)benzoic acid C1(CC1)C(=O)NC1=CC(=C2C(=N1)NC=C2)C2=C(C(=O)O)C=CC=C2